N1(N=CC=C1)C1=CC=C(CN(C=2C3=C(N=CN2)N(C=C3)C[C@]3([C@@H](CN(CC3)CC(=O)N)O)O)CC)C=C1 |o1:21,22| rel-2-((3R,4R)-4-((4-((4-(1H-pyrazol-1-yl)benzyl)(ethyl)amino)-7H-pyrrolo[2,3-d]pyrimidin-7-yl)methyl)-3,4-dihydroxypiperidin-1-yl)acetamide